2-(1H-pyrazol-4-yl)-7-(pyrrolidine-1-carbonyl)-12-oxa-3-thia-6-azatricyclo[6.4.1.04,13]-tridec-1,4(13),7-trien-5-one N1N=CC(=C1)C1=C2OCCCC3=C(NC(C(S1)=C23)=O)C(=O)N2CCCC2